OCC(C(C)C)NC(C1=CC=C(C=C1)NC1=NC=C(C(=N1)NCC=1C(=NC=CC1)N(S(=O)(=O)C)C)C(F)(F)F)=O N-[1-(hydroxymethyl)-2-methylpropyl]-4-({4-[({2-[methyl(methylsulfonyl)amino]pyridin-3-yl}methyl)amino]-5-(trifluoromethyl)pyrimidin-2-yl}amino)benzamide